2-Acetyl-1,2,3,4-tetrahydroisoquinoline-6-carboxylic acid methyl ester COC(=O)C=1C=C2CCN(CC2=CC1)C(C)=O